1-octoxypropan-2-amine C(CCCCCCC)OCC(C)N